FC=1C=C(C(Cl)(Cl)Cl)C=CC1F 3,4-difluorotrichlorotoluene